1-[4-(2-Hydroxyethoxy)phenyl]-3-phenylprop-2-en-1-one OCCOC1=CC=C(C=C1)C(C=CC1=CC=CC=C1)=O